[N]=[C]C=1C=CC(=NC1)C1=CC=C(C=C1)COCCC1=CC=C(C=C1)C=1N=C2N(C=CC=C2)C1NC1=CC=C(C(=O)OC(C)(C)C)C=C1 tert-Butyl 4-((2-(4-(2-((4-(5-((λ2-azaneylidene)-λ3-methyl)pyridin-2-yl)phenyl)methoxy)ethyl)phenyl)imidazo[1,2-a]pyridin-3-yl)amino)benzoate